N-((1R,3s,5S)-8-benzyl-8-azabicyclo[3.2.1]oct-3-yl)-1-phenyl-1H-indole-6-carboxamide C(C1=CC=CC=C1)N1[C@H]2CC(C[C@@H]1CC2)NC(=O)C2=CC=C1C=CN(C1=C2)C2=CC=CC=C2